1-{2-methoxy-5-[(piperazin-1-yl)carbonyl]phenyl}-1,3-diazinane COC1=C(C=C(C=C1)C(=O)N1CCNCC1)N1CNCCC1